1-(4-fluoro-1H-benzimidazol-2-yl)methanamine hydrogen chloride Cl.FC1=CC=CC=2NC(=NC21)CN